3-[(3-fluoro-1-methylazetidin-3-yl)methoxy]-5-(5-methyl-1,3-thiazol-2-yl)-N-{(1R)-1-[6-(trifluoromethyl)pyridin-3-yl]ethyl}benzamide FC1(CN(C1)C)COC=1C=C(C(=O)N[C@H](C)C=2C=NC(=CC2)C(F)(F)F)C=C(C1)C=1SC(=CN1)C